[3,5-Bis(trifluoromethyl)phenoxy]-3-methoxybenzaldehyde FC(C=1C=C(OC2=C(C=O)C=CC=C2OC)C=C(C1)C(F)(F)F)(F)F